(1R,2S,5S)-N-(2-(6-Chloro-2-oxo-1,2-dihydroquinolin-3-yl)-1-cyanoethyl)-3-((S)-3,3-dimethyl-2-(2,2,2-trifluoroacetamido)butanoyl)-6,6-dimethyl-3-azabicyclo[3.1.0]hexane-2-carboxamide ClC=1C=C2C=C(C(NC2=CC1)=O)CC(C#N)NC(=O)[C@@H]1[C@H]2C([C@H]2CN1C([C@H](C(C)(C)C)NC(C(F)(F)F)=O)=O)(C)C